4-methoxybenzyl (4-((4-methyl-2-oxopiperazin-1-yl)methyl)phenyl)carbamate CN1CC(N(CC1)CC1=CC=C(C=C1)NC(OCC1=CC=C(C=C1)OC)=O)=O